6-(1-Tetrahydrofuran-2-ylethylamino)-9-(tetrahydrofuran-2-yl)purin O1C(CCC1)C(C)NC1=C2N=CN(C2=NC=N1)C1OCCC1